OCC(C1=CC=CC=C1)SC1=C(C#N)C(=CC(=N1)C=1SC=CC1)C1=CC=C(C=C1)OC 2-((2-hydroxy-1-phenylethyl)thio)-4-(4-methoxyphenyl)-6-(thiophen-2-yl)nicotinonitrile